5-chloro-N-(2-chloro-3-(4,4,5,5-tetramethyl-1,3,2-dioxaborolan-2-yl)phenyl)-2-methoxypyridine-3-sulfonamide ClC=1C=C(C(=NC1)OC)S(=O)(=O)NC1=C(C(=CC=C1)B1OC(C(O1)(C)C)(C)C)Cl